N,N-dimethyl-diethylenetriamine hydrochloride Cl.CN(CCNCCN)C